CN1C(=CC=C1)C(=O)N1CCN(CC1)C(=O)NC1CCN(CC1)C1=CC=C(C=C1)CCN1N=NC=C1 4-((1-Methylpyrrol-2-yl)-carbonyl)-N-(1-(4-(2-(1H-1,2,3-triazol-1-yl)-ethyl)-phenyl)-piperidin-4-yl)-1-piperazincarboxamid